hydroxypropyl-triethyl-ammonium isooctanoate C(CCCCC(C)C)(=O)[O-].OCCC[N+](CC)(CC)CC